1-(4-Chlorophenyl)-3-[5-(3,5-dichlorophenyl)thiophen-2-yl]urea ClC1=CC=C(C=C1)NC(=O)NC=1SC(=CC1)C1=CC(=CC(=C1)Cl)Cl